8-acetyl-2-(4,4-difluoropiperidin-1-yl)-3-ethyl-6-methylquinazolin-4(3H)-one C(C)(=O)C=1C=C(C=C2C(N(C(=NC12)N1CCC(CC1)(F)F)CC)=O)C